S1C(=C(C=C1)C(=O)[O-])C(=O)ONC1=C(C=C(C(=C1)CN1CCOC2=C1C(=C(C=C2)F)F)OC)F ({5-[(5,6-difluoro-2,3-dihydro-1,4-benzoxazin-4-yl) methyl]-2-fluoro-4-methoxyphenyl} amino) thiophene-2,3-dicarboxylate